N-methyl-1,3-dihydrospiro[indene-2,4'-piperidin]-1-amine CNC1C2=CC=CC=C2CC12CCNCC2